CC1(CN(C1)CC(=O)NC=1C=C(C(=NC1)C)NC(=O)C=1C=NN2C1SC(=C2)C=2C=NN(C2)C)C N-(5-(2-(3,3-dimethylazetidin-1-yl)acetamido)-2-methylpyridin-3-yl)-2-(1-methyl-1H-pyrazol-4-yl)pyrazolo-[5,1-b]thiazole-7-carboxamide